O(C1=CC=CC=C1)CC1CNCCC1 3-(phenoxymethyl)piperidine